(R,E)-N-((1,2,3,5,6,7-Hexahydro-s-indacen-4-yl)carbamoyl)-2-(1-isobutylpyrrolidin-2-yl)ethen-1-sulfonamid C1CCC2=C(C=3CCCC3C=C12)NC(=O)NS(=O)(=O)\C=C\[C@@H]1N(CCC1)CC(C)C